(S)-N1-(7-((1-formylazetidin-3-yl)ethynyl)-5-methyl-4-oxo-2,3,4,5-tetrahydrobenzo[b][1,4]oxazepin-3-yl)-N2-phenethyloxalamide C(=O)N1CC(C1)C#CC1=CC2=C(OC[C@@H](C(N2C)=O)NC(C(=O)NCCC2=CC=CC=C2)=O)C=C1